2-(3-amino-1H-pyrazol-1-yl)-N,2-dimethylpropanamide NC1=NN(C=C1)C(C(=O)NC)(C)C